COC1=CC=C(CN(C(=O)OCOC2=CC=CC=N2)CC2=CC=C(C=C2)OC)C=C1 6-[bis(4-methoxybenzyl)aminocarbonyloxymethoxy]pyridine